FC=1C=C2C(=CNC2=CC1F)NC(C(=O)NC1CC2=CC=CC=C2CC1)=O N-(5,6-difluoro-1H-indol-3-yl)-N'-(1,2,3,4-tetrahydronaphthalen-2-yl)ethanediamide